C(C)(C)OP(OC(C)C)(=O)CCC(=O)NO (3-(hydroxyamino)-3-oxopropyl)phosphonic acid diisopropyl ester